2-chloro-6-methyl-1,2-dihydropyridine-3-nitrile ClC1NC(=CC=C1C#N)C